ClC=1C=C(C=C2C=C(N=CC12)NC(=O)[C@H]1[C@@H](C1)C#N)N1C(NCC1C)=O (trans)-N-[8-chloro-6-(5-methyl-2-oxo-imidazolidin-1-yl)-3-isoquinolinyl]-2-cyano-cyclopropanecarboxamide